C1(CC1)NC1=NC(=CC(=N1)OC1CNCC1)F 3-((2-(cyclopropylamino)-6-fluoropyrimidin-4-yl)oxy)pyrrolidin